FC(CC(C(=O)NC1=NC=CC(=C1)C1=C(C=2C(N(C3(CC2N1)CC3)C)=O)C3=CC=CC=C3)C3=CC=C(C=C3)F)F 4,4-difluoro-2-(4-fluorophenyl)-N-[4-(5'-methyl-4'-oxo-3'-phenyl-1',4',5',7'-tetrahydrospiro-[cyclopropane-1,6'-pyrrolo[3,2-c]pyridin]-2'-yl)pyridin-2-yl]butanamide